pentylene camphorate C1(C2(C)C(C)(C)C(C(=O)OCCCCCO1)CC2)=O